C(C)N1CC2CN(CC2C1)C1=NC=C(C=C1C(F)(F)F)C1(NC=C(C(=N1)NC=1C=CC2=C(NC(O2)=O)C1)C)N 2-[2-(3-ethyl-3,7-diazabicyclo[3.3.0]oct-7-yl)-3-trifluoromethylpyridin-5-yl]-5-methyl-N4-(2-oxo-2,3-dihydro-1,3-benzoxazol-5-yl)-2,4-pyrimidinediamine